1-(3-fluoro-2,4-bis(methoxymethoxy)phenyl)cyclobutan-1-amine FC=1C(=C(C=CC1OCOC)C1(CCC1)N)OCOC